[Si](C)(C)(C(C)(C)C)OC1=CC=C(CC2(C(CCCC2)N)N)C=C1 (4-tert-butyldimethylsilyloxy-benzyl)cyclohexane-1,2-diamine